N-(2-bromo-3-(9H-carbazol-9-yl)phenyl)-N-phenylnaphthalen-1-amine BrC1=C(C=CC=C1N1C2=CC=CC=C2C=2C=CC=CC12)N(C1=CC=CC2=CC=CC=C12)C1=CC=CC=C1